4-(1-(3-bromophenyl)prop-1-en-1-yl)-1H-pyrazol-3-amine BrC=1C=C(C=CC1)C(=CC)C=1C(=NNC1)N